FC(S(=O)(=O)[O-])(F)F.IC1=CC=C(C=C1)C(C1=CN(C2=CC=CC=C12)C)[P+](C1=CC=CC=C1)(C1=CC=CC=C1)C1=CC=CC=C1 ((4-iodophenyl)(1-methyl-1H-indol-3-yl)methyl)triphenylphosphonium trifluoromethanesulfonate